3-[2-(1,3-Benzodioxole-5-yl)ethyl]-6-phenyl-7H-[1,2,4]Triazolo[3,4-b][1,3,4]thiadiazine O1COC2=C1C=CC(=C2)CCC2=NN=C1SCC(=NN12)C1=CC=CC=C1